C(C1=CC=CC=C1)(=O)N1CCC2=CC(=CC=C12)Br 1-benzoyl-5-bromoindoline